NNC(=N)NN 1,3-bis-aminoguanidine